FC(C(=O)O)(F)F.NC=1NC(C2=C(N1)NC(=C2C2=CC=NN2C)C2=CC=C(C=C2)S(=O)(=O)N(C)C)=O 4-(2-Amino-5-(1-methyl-1H-pyrazol-5-yl)-4-oxo-4,7-dihydro-3H-pyrrolo[2,3-d]pyrimidin-6-yl)-N,N-dimethylbenzenesulfonamide, trifluoroacetic acid salt